C(C)(C)NCC1CCC2=C(C(C=3C=CC=CC3C2=O)=O)CC1 8-((isopropylamino)methyl)-7,8,9,10-tetrahydro-5H-cyclohepta[b]naphthalene-5,11(6H)-dione